2-{6-bromoimidazo[1,2-a]pyrazin-2-yl}pyrrolidine-1-carboxylate BrC=1N=CC=2N(C1)C=C(N2)C2N(CCC2)C(=O)[O-]